C(CCC\C=C/C\C=C/C\C=C/C\C=C/C\C=C/CC)S[C@@H](C(=O)N1C(O[C@@H]([C@@H]1C)C1=CC=CC=C1)=O)CC (4S,5R)-3-((R)-2-((5Z,8Z,11Z,14Z,17Z)-icosa-5,8,11,14,17-pentaenylthio)butanoyl)-4-methyl-5-phenyloxazolidin-2-one